OCCC1CCN(CC1)C1=CC=C(C=C1)N1C(N(C(C1(C)C)=O)C1=CC(=C(C#N)C=C1)C(F)(F)F)=S 4-(3-(4-(4-(2-hydroxyethyl)piperidin-1-yl)phenyl)-4,4-dimethyl-5-oxo-2-thioxoimidazolidin-1-yl)-2-(trifluoromethyl)benzonitrile